NC1=CC=C(C=N1)OC1=CC=NC2=CN=C(C=C12)C(=O)NC1CCN(CC1)C 4-[(6-amino-3-pyridyl)oxy]-N-(1-methyl-4-piperidyl)-1,7-naphthyridine-6-carboxamide